CN1CCN(CC1)CCC[Si](OCC)(OCC)OCC 3-(4-methylpiperazinyl)propyltriethoxysilane